1-(4-(4-ethylpiperazin-1-yl)-5-(isopropylsulfanyl)thiazol-2-yl)-4-(3-fluorophenyl)-3-methyl-1H-pyrazole-5-carboxylic acid C(C)N1CCN(CC1)C=1N=C(SC1SC(C)C)N1N=C(C(=C1C(=O)O)C1=CC(=CC=C1)F)C